C(C1=CC=CC=C1)OCC1=NN(C(N1CC)=O)C=1C=C2C(=CC(=NC2=CC1F)C1=C(C=CC=C1)OC)C(C)C 3-((benzyloxy)methyl)-4-ethyl-1-(7-fluoro-4-isopropyl-2-(2-methoxyphenyl)quinolin-6-yl)-1H-1,2,4-triazol-5(4H)-one